N-Methyl-4-trifluoromethylbenzene-1,2-diamine CNC=1C(=CC(=CC1)C(F)(F)F)N